4-(2-aminopyrimidin-4-yl)phenol NC1=NC=CC(=N1)C1=CC=C(C=C1)O